CC1=NC=NN1C1=CC(=NC=N1)N1CCC(CC1)C(=O)O 1-[6-(5-Methyl-1,2,4-triazol-1-yl)pyrimidin-4-yl]piperidine-4-carboxylic acid